ICC1(COC1)CI 3,3-bis(iodomethyl)oxetane